ClC1=CC(=C(C=C1F)[C@@H](C(F)F)NC(=O)[C@@H]1N([C@@H]2C[C@@H]2C1)CC1=CN=CC(=C1)S(=O)(=O)C)F (1R,3R,5R)-N-((S)-1-(4-chloro-2,5-difluorophenyl)-2,2-difluoroethyl)-2-(5-(methylsulfonyl)nicotinyl)-2-azabicyclo[3.1.0]hexane-3-carboxamide